tert-butyl (3-(9-(1,3-dihydroxypropan-2-yl)-3,9-diazaspiro[5.5]undecan-3-yl)propyl)carbamate OCC(CO)N1CCC2(CCN(CC2)CCCNC(OC(C)(C)C)=O)CC1